C(#N)[C@H]1N(CC(C1)(F)F)C(=O)[C@@H]1C[C@H](C(N1)=O)CC(=O)N1CCN(CC1)C(=O)NCCOCCOCCC(=O)N[C@@H](CC1=CC=C(C=C1)O)C(=O)OC(C)(C)C tert-butyl (3-(2-(2-(4-(2-((3S,5S)-5-((S)-2-cyano-4,4-difluoropyrrolidine-1-carbonyl)-2-oxopyrrolidin-3-yl)acetyl)piperazine-1-carboxamido)ethoxy)ethoxy)propanoyl)-L-tyrosinate